2-benzyloxy-4-[(3S)-3-[tert-butyl(dimethyl)silyl]oxybutoxy]-2-(trifluoromethyl)butanehydrazide C(C1=CC=CC=C1)OC(C(=O)NN)(CCOCC[C@H](C)O[Si](C)(C)C(C)(C)C)C(F)(F)F